5-(4-chloro-2-methylbenzyl)-1,2,3,5-tetrahydro-4H-pyrrolo[3,4-c]quinolin-4-one ClC1=CC(=C(CN2C(C3=C(C=4C=CC=CC24)CNC3)=O)C=C1)C